CC(CC1=NSC=N1)(C)O 3-(2-methyl-2-hydroxypropyl)-1,2,4-thiadiazole